5-(5-(8-azabicyclo[3.2.1]octan-3-yl)-3H-imidazo[4,5-b]pyridin-2-yl)-4-aminothieno[2,3-b]pyridin-6(7H)-one 2,2,2-trifluoroacetate FC(C(=O)O)(F)F.C12CC(CC(CC1)N2)C2=CC=C1C(=N2)NC(=N1)C1=C(C2=C(NC1=O)SC=C2)N